tin ammonium methyl iodide CI.[NH4+].[Sn+4]